C(CCCCCCCCC)C(=N)N(C)C Decyl-N,N-dimethylformamidin